C(C)(C)N(C1=CC2=C(C(=N1)COC(NC)=O)CN(C2=O)C2=NC(=CC=C2)C2=NN=CN2C2=CC=C(C=C2)C)C ((6-(isopropyl(methyl)amino)-1-oxo-2-(6-(4-(p-tolyl)-4H-1,2,4-triazol-3-yl) Pyridin-2-yl)-2,3-dihydro-1H-pyrrolo[3,4-c]pyridin-4-yl)methyl)(methyl)carbamate